2-chloromethylpyridine HCl salt Cl.ClCC1=NC=CC=C1